4-(1-cyclopropyl-1H-indol-3-yl)-N-(4-(hexahydropyrrolo[3,4-c]pyrrol-2(1H)-yl)-2-methoxyphenyl)pyrimidin-2-amine C1(CC1)N1C=C(C2=CC=CC=C12)C1=NC(=NC=C1)NC1=C(C=C(C=C1)N1CC2CNCC2C1)OC